COC1=NC=CC=C1C=1C=NN2C1N=C(C=C2)N2CC1=C(CC2)NN=C1 5-(3-(2-methoxypyridin-3-yl)pyrazolo[1,5-a]pyrimidin-5-yl)-4,5,6,7-tetrahydro-1H-pyrazolo[4,3-c]pyridine